2-methoxy-3-(propylthio)-4-(trifluoromethyl)pyridine COC1=NC=CC(=C1SCCC)C(F)(F)F